6-[(N-tert-butoxycarbonyl-S-methyl-sulfonimidoyl)methyl]pyridine-3-carboxylic acid C(C)(C)(C)OC(=O)N=S(=O)(C)CC1=CC=C(C=N1)C(=O)O